C(C)OC1=C(C=CC(=C1)C1=NN=CN1CC)NC=1N=CC2=C(N1)C(=NC(=C2)C)N2CC(C2)(C#N)C 1-(2-((2-ethoxy-4-(4-ethyl-4H-1,2,4-triazol-3-yl)phenyl)amino)-6-methylpyrido[3,4-d]pyrimidin-8-yl)-3-methylazetidine-3-carbonitrile